2-oxo-indol O=C1N=C2C=CC=CC2=C1